ClC1=NC2=CC=CC=C2C(=N1)N1N=C(N=C1N)NC1=CC=C(C=C1)OCCN1CCCC1 1-(2-chloroquinazolin-4-yl)-N3-(4-(2-(pyrrolidin-1-yl)ethoxy)phenyl)-1H-1,2,4-triazole-3,5-diamine